CC1=CC=C(C=C1)S(=O)(=O)ON=C(C#N)C1=CC=C(C=C1)OC (4-toluenesulfonyloxyimino)-4-methoxyphenylacetonitrile